CN(C1=CC=C(C=C1)\C=C\C(=O)C1=C(C(=C(C=C1)OC)CN1C(CNCC1)C)O)C 4-dimethylamino-2'-hydroxy-4'-methoxy-3'-(methylpiperazin-1-yl)methyl-chalcone